N-(4-chlorophenyl)-2-fluoro-5-nitrobenzenesulfonamide ClC1=CC=C(C=C1)NS(=O)(=O)C1=C(C=CC(=C1)[N+](=O)[O-])F